5-ethyl-2-methoxy-4-pentylbenzaldehyde C(C)C=1C(=CC(=C(C=O)C1)OC)CCCCC